NC1=NC2=CC=C(C=C2C=C1C)C(=O)N(N(C1=NC=CC=N1)C)CC1=NC=C(C=C1)C(F)(F)F 2-amino-N',3-dimethyl-N'-(pyrimidin-2-yl)-N-((5-(trifluoromethyl)pyridin-2-yl)methyl)quinoline-6-carbohydrazide